4-((6-(3-(6-methylpyridin-2-yl)-1H-pyrazol-4-yl)quinolin-3-yl)oxy)butan CC1=CC=CC(=N1)C1=NNC=C1C=1C=C2C=C(C=NC2=CC1)OCCCC